CNC([C@@H](N)C)=O N-methyl-L-alaninamide